5-(benzo[b]thiophen-2-yl)-N-cyclohexyl-1H-pyrrolo[2,3-b]pyridin-4-amine S1C2=C(C=C1C1=C(C3=C(N=C1)NC=C3)NC3CCCCC3)C=CC=C2